5'-Bromo-4'-methoxy-1',2'-dihydrospiro[cyclobutane-1,3'-pyrrolo[2,3-b]pyridine] BrC=1C(=C2C(=NC1)NCC21CCC1)OC